CC1=C(C(=CC=C1)C)C1=NC(=NC(=C1)S(=O)(=O)C)NS(=O)(=O)C1=CC=CC=C1 N-[4-(2,6-dimethylphenyl)-6-methylsulfonyl-pyrimidin-2-yl]benzenesulfonamide